2-Chloro-4-(cyclobutylamino)pyrimidine-5-carboxylic acid ClC1=NC=C(C(=N1)NC1CCC1)C(=O)O